5-[1-(2,3-dimethylphenyl)vinyl]-1H-imidazole CC1=C(C=CC=C1C)C(=C)C1=CN=CN1